FC(C1(CC1)CCO)(F)F 2-[1-(trifluoromethyl)cyclopropyl]ethanol